Tetraethyl propane-1,3-diyl bisphosphate P(=O)(OCC)(OCC)OCCCOP(=O)(OCC)OCC